N-[(S)-(4,4-Difluorocyclohexyl){3-[3-hydroxy-3-methyl-1-(3,3,3-trifluoropropyl-carbamoyl)cyclobutyl]imidazo[1,2-b][1,2,4]triazin-6-yl}methyl]-4-methyl-1,2,5-oxadiazole-3-carboxamide FC1(CCC(CC1)[C@H](NC(=O)C1=NON=C1C)C=1N=C2N(N=CC(=N2)C2(CC(C2)(C)O)C(NCCC(F)(F)F)=O)C1)F